C(C1=CC=CC=C1)OC(=O)OC=1C=C(C2=CC=CC=C2C1)C1=CC2=C(N=N1)C(=NC(N2)=O)N2C[C@@]1(CC[C@H](C2)N1C(=O)OCC1=CC=CC=C1)C Benzyl (1S,5R)-3-(3-(3-(((benzyloxy)carbonyl)oxy)naphthalen-1-yl)-6-oxo-5,6-dihydropyrimido[5,4-c]pyridazin-8-yl)-1-methyl-3,8-diazabicyclo[3.2.1]octane-8-carboxylate